ON(NCC)O N,N-dihydroxyethylhydrazine